3-[3-(3,4-dimethoxyphenyl)imidazo[1,2-b]pyridazin-6-yl]-N-(2-hydroxyethyl)benzamide 2,2-diisobutylpropane-1,3-diylbis(pyrrolidine-1-carboxylate) C(C(C)C)C(CC1N(CCC1)C(=O)O)(CC1N(CCC1)C(=O)O)CC(C)C.COC=1C=C(C=CC1OC)C1=CN=C2N1N=C(C=C2)C=2C=C(C(=O)NCCO)C=CC2